C(C)(C)(C)C=1C=C(C=C(C1O)C(C)(C)C)CC(=O)O 3,5-di-tert-butyl-4-hydroxyphenyl-acetic acid